CCCCN(CCCC)C1=CC2=C(C=C1)C3(C4=CC=CC=C4C(=O)O3)C5=C(O2)C=C(C(=C5)NC6=CC=CC=C6)C 3-di-n-butylamino-6-methyl-7-phenylaminofluoran